N-[3-(4-dibenzofuranyl)phenyl][1,1'-biphenyl]-4-amine C1=CC=C(C=2OC3=C(C21)C=CC=C3)C=3C=C(C=CC3)NC3=CC=C(C=C3)C3=CC=CC=C3